C1(=CC=CC=C1)C=1C(=CC(=C(C1)C(=O)OCC)C1=CC=CC=C1)C(=O)OCC diethyl [1,1':4',1''-terphenyl]-2',5'-dicarboxylate